(S)-2-((4-(6-((3-cyanooxetan-3-yl)methoxy)pyridin-2-yl)piperazin-1-yl)methyl)-1-(oxetan-2-ylmethyl)-1H-benzo[d]imidazole-6-carboxylic acid C(#N)C1(COC1)COC1=CC=CC(=N1)N1CCN(CC1)CC1=NC2=C(N1C[C@H]1OCC1)C=C(C=C2)C(=O)O